tert-butyl 3-(7-bromo-2-chloro-6,8-difluoro-5-hydroxyquinazolin-4-yl)-3,8-diazabicyclo[3.2.1]octane-8-carboxylate BrC1=C(C(=C2C(=NC(=NC2=C1F)Cl)N1CC2CCC(C1)N2C(=O)OC(C)(C)C)O)F